1-(3-(difluoromethyl)-2-fluorophenyl)-2-fluoroethane-1-one FC(C=1C(=C(C=CC1)C(CF)=O)F)F